ClC1=C(C=CC(=C1)Cl)NC=CC1=C(C(=NO1)C1=C(C=CC=C1Cl)Cl)C#N 5-[2-(2,4-Dichlorophenylamino)vinyl]-4-cyano-3-(2,6-dichlorophenyl)isoxazole